N1[C@H](CC1)C1=NC=2C(=NC=CC2C2CCN(CC2)C(=O)C2=CC=C(C=C2)OC(F)(F)F)N1 |r| (rac)-[4-[2-(azetidin-2-yl)-3H-imidazo[4,5-b]pyridin-7-yl]-1-piperidyl]-[4-(trifluoromethoxy)phenyl]methanone